BrC1=CC(=C(C(=C1)OC)C1C(CC2(CCN(CC2)C(=O)OCCCC)CC1=O)=O)Cl butyl 9-(4-bromo-2-chloro-6-methoxy-phenyl)-8,10-dioxo-3-azaspiro[5.5]undecane-3-carboxylate